FC=1C(=C(C=C(C1)F)[C@@H]1C2=C(NC(=C1C(=O)OC)C)COC2=O)C(=C)C methyl (S)-4-(3,5-difluoro-2-(prop-1-en-2-yl) phenyl)-2-methyl-5-oxo-1,4,5,7-tetrahydrofuro[3,4-b]pyridine-3-carboxylate